C(C)(C)(C)OC(N(C(=O)OC(C)(C)C)C1=CC(=NC=C1OCC)Br)=O (2-Bromo-5-ethoxypyridin-4-yl)(tert-butoxycarbonyl)carbamic acid tert-butyl ester